[Si](C)(C)(C(C)(C)C)OCC1=C2C=C(N=CC2=CC=C1)Cl 5-[[(tert-butyldimethylsilyl)oxy]methyl]-3-chloroisoquinoline